3-((2,6-dichlorophenyl)amino)-4-((2-fluoro-4-(5-(trifluoromethyl)-1,2,4-oxadiazol-3-yl)benzyl)amino)cyclobut-3-ene-1,2-dione ClC1=C(C(=CC=C1)Cl)NC=1C(C(C1NCC1=C(C=C(C=C1)C1=NOC(=N1)C(F)(F)F)F)=O)=O